[4-[1-(2-fluoro-2-methyl-propyl)triazol-4-yl]phenyl]-[4-(5-methyloxazolo[4,5-b]pyridin-2-yl)piperazin-1-yl]methanone FC(CN1N=NC(=C1)C1=CC=C(C=C1)C(=O)N1CCN(CC1)C=1OC=2C(=NC(=CC2)C)N1)(C)C